FC(OC1=CC(=C(C=C1)C1CC2(CNC2)CC1)C)F 6-(4-(Difluoromethoxy)-2-methylphenyl)-2-azaspiro[3.4]octan